BrCC1=C(C=CC=N1)C 6-(bromomethyl)-5-methylpyridine